SCCC(=O)OCC(C)(COC(CCS)=O)C neopentyl glycol bis(3-mercaptopropionate)